sydnon O1[N-][NH+]=CC1=O